3-(hydroxyl-(methyl)phosphinyl)-propionic acid OP(=O)(CCC(=O)O)C